1,2-difluoro-4-vinylbenzene FC1=C(C=C(C=C1)C=C)F